2-amino-4-(furan-2-yl)thiophene-3-carboxylic acid ethyl ester C(C)OC(=O)C1=C(SC=C1C=1OC=CC1)N